3,5-Dichloro-4-fluorophenyl 3-[4-(2-aminothiazol-4-yl)-1H-1,2,3-triazol-1-yl]-3-deoxy-1-thio-α-D-galactopyranoside NC=1SC=C(N1)C=1N=NN(C1)[C@@H]1[C@H]([C@@H](SC2=CC(=C(C(=C2)Cl)F)Cl)O[C@@H]([C@@H]1O)CO)O